COC(=O)OC1=CC=C(C=C1)C[SH+]CC1=CC=CC=C1 [4-[(methoxycarbonyl)oxy]phenyl]methyl-(phenylmethyl)sulfonium